FC=1C=C(C=CC1F)COC(C)C=1C=C2NC1C=C1C=C(C(=N1)C=C1C=CC(N1)=CC=1C=CC(N1)=C2)C(C)OCC2=CC(=C(C=C2)F)F 3,8-bis(1-(3,4-difluorophenylmethoxy)ethyl)porphyrin